ClC(C(=O)N)(Cl)Cl trichloroacetamide